2-Ethyl 2-[4-[(1S)-2-[tert-butyl(dimethyl)silyl]oxy-1-[[(S)-tert-butylsulfinyl]amino]ethyl]phenyl]acetate [Si](C)(C)(C(C)(C)C)OC[C@@H](N[S@@](=O)C(C)(C)C)C1=CC=C(C=C1)CC(=O)OCC